6-(but-3-enyl)-1,4-dioxaspiro(4.5)decane C(CC=C)C1C2(OCCO2)CCCC1